C(C=C)C1[C@](C(N(C1)C=O)(C(=O)OC)C(=O)OC)(C)O Dimethyl (3S,6aS)-4-allyl-1-formyl-3-hydroxy-3-methylpyrrolidine-2,2-dicarboxylate